C(C1=CC=CC=C1)N1N=C(C(=C1C)C1=C(C(=NC=C1)N)C1=CC=C(C=C1)Cl)C 4-(1-benzyl-3,5-dimethyl-1H-pyrazol-4-yl)-3-(p-chlorophenyl)-2-pyridinylamine